2',5'-dimethylacetophenone CC1=C(C=C(C=C1)C)C(C)=O